N1CC(C1)N1CCC2(CC=3C(=CC=4C(N(C(C4C3)=O)C3C(NC(CC3)=O)=O)=O)OC2)CC1 1-(azetidin-3-yl)-7'-(2,6-dioxopiperidin-3-yl)-2'H-spiro[piperidine-4,3'-pyrano[2,3-f]isoindole]-6',8'(4'H,7'H)-dione